3-((4-(1-(3-(2,6-dioxopiperidin-3-yl)benzyl)piperidin-4-yl)phenyl)amino)-5-((R)-3-(3-methyl-2-oxoimidazolin-1-yl)piperidin-1-yl)pyrazine-2-carboxamide O=C1NC(CCC1C=1C=C(CN2CCC(CC2)C2=CC=C(C=C2)NC=2C(=NC=C(N2)N2C[C@@H](CCC2)N2C(N(CC2)C)=O)C(=O)N)C=CC1)=O